C(C)OC(=O)C1=CN=C(O1)C=1C=C(C=CC1)C1=NNC(=C1)C(=O)O 3-(3-(5-(ethoxycarbonyl)oxazol-2-yl)phenyl)-1H-pyrazole-5-carboxylic acid